3-(5-(8-(6-oxa-3-azabicyclo[3.1.1]heptan-3-yl)octyl)-2-methyl-4-oxoquinazolin-3(4H)-yl)piperidine-2,6-dione C12CN(CC(O1)C2)CCCCCCCCC2=C1C(N(C(=NC1=CC=C2)C)C2C(NC(CC2)=O)=O)=O